Racemic-N-(6-amino-5-methyl-3-pyridyl)-2-[(2S,5R)-5-methyl-2-[3-(1-methyl-4-piperidyl)phenyl]-1-piperidyl]-2-oxo-acetamide NC1=C(C=C(C=N1)NC(C(=O)N1[C@@H](CC[C@H](C1)C)C1=CC(=CC=C1)C1CCN(CC1)C)=O)C |r|